1-dodecyl-2-ethylpiperidinium fluoride [F-].C(CCCCCCCCCCC)[NH+]1C(CCCC1)CC